[K].CN(S(=O)(=O)NC(NC1=C2CCCC2=CC=2CCCC12)=O)CC1CN(C1)C 3-(N-Methyl-N-((1-methylazetidin-3-yl)methyl)sulfamoyl)-1-(1,2,3,5,6,7-hexahydro-s-indacen-4-yl)urea, potassium salt